CN1N=CC(=C1CC#N)S(=O)(=O)N1CCC(CC1)C=1C=C2C=CC=NC2=CC1C 2-(1-methyl-4-((4-(7-methylquinolin-6-yl)piperidin-1-yl)sulfonyl)-1H-pyrazol-5-yl)acetonitrile